C(C)(C)(C)N(C(O)=O)[C@H](C(=O)NC)[C@@H](C)OCC1=CC=C(C=C1)F.CN1C(N(CC1)[C@H]1CN(CCC1)C=1N=CC(=NC1)C(=O)N)=O 5-((R)-3-(3-methyl-2-oxoimidazolidin-1-yl)piperidin-1-yl)pyrazine-2-carboxamide tert-butyl-((2S,3R)-3-((4-fluorobenzyl)oxy)-1-(methylamino)-1-oxobutan-2-yl)carbamate